1-(4-{5-[5-Cyclopropyl-6-(trifluoromethyl)pyridin-3-yl]-7-[{[1-(methoxymethyl)cyclohexyl]methyl}(methyl)amino]-1H-imidazo[4,5-b]pyridin-2-yl}phenyl)piperidin C1(CC1)C=1C=C(C=NC1C(F)(F)F)C1=CC(=C2C(=N1)N=C(N2)C2=CC=C(C=C2)N2CCCCC2)N(C)CC2(CCCCC2)COC